(S)-1,1-di(3-n-butyl-4'-cyclohexyl-[1,1'-biphenyl]-4-yl)-1,2-propanediol C(CCC)C=1C=C(C=CC1C([C@H](C)O)(O)C1=C(C=C(C=C1)C1=CC=C(C=C1)C1CCCCC1)CCCC)C1=CC=C(C=C1)C1CCCCC1